C1(CCC1)N1C(=NC2=C1C=C(C=C2)CO)NC(CC(C)(C)C)=O N-(1-cyclobutyl-6-(hydroxymethyl)-1H-benzo[d]imidazol-2-yl)-3,3-dimethylbutanamide